N-(4-Chloro-3-cyano-1H-indol-7-yl)-1-[(1-cyanocyclopropyl)methyl]pyrazol-4-sulfonamid ClC1=C2C(=CNC2=C(C=C1)NS(=O)(=O)C=1C=NN(C1)CC1(CC1)C#N)C#N